FC1(OC(CC1(C(F)(F)F)C(F)(F)F)C)C(C(F)(F)F)(F)F 2-fluoro-5-methyl-2-(1,1,2,2,2-pentafluoroethyl)-3,3-bis(trifluoromethyl)tetrahydrofuran